C(=C\C)/[B-](F)(F)F.[K+].C(C)(C)(C)NC1=NC=C(C(=N1)N[C@@H]1C[C@@H](C(CC1)(C)C)O)C(=O)N 2-(tert-butylamino)-4-((1s,3s)-3-hydroxy-4,4-dimethylcyclohexylamino)pyrimidine-5-carboxamide potassium trans-1-Propenyltrifluoroborate